(6-fluoro-1H-indol-7-yl)-3-(trifluoromethyl)-1H-pyrazole-5-carboxamide FC1=CC=C2C=CNC2=C1N1N=C(C=C1C(=O)N)C(F)(F)F